N-{3-[6-(3-Hydroxy-3-methylbut-1-yn-1-yl)-5-(morpholin-4-yl)pyridin-3-yl]-4-methylphenyl}-2-(trifluoromethyl)pyridine-4-carboxamide OC(C#CC1=C(C=C(C=N1)C=1C=C(C=CC1C)NC(=O)C1=CC(=NC=C1)C(F)(F)F)N1CCOCC1)(C)C